N-(4-(3,8-diazabicyclo[3.2.1]octane-8-carbonyl)-3-chlorophenyl)-5-(1-(2,2-difluorocyclopropyl)-3-(trifluoromethyl)-1H-pyrazol-4-yl)-1-methyl-1H-imidazole-2-carboxamide formate C(=O)O.C12CNCC(CC1)N2C(=O)C2=C(C=C(C=C2)NC(=O)C=2N(C(=CN2)C=2C(=NN(C2)C2C(C2)(F)F)C(F)(F)F)C)Cl